tert-Butyl (R)-1-(1-((4-(N,N-diethylsulfamoyl)phenyl)sulfonyl)piperidine-3-carbonyl)-1,6-diazaspiro[3.3]heptane-6-carboxylate C(C)N(S(=O)(=O)C1=CC=C(C=C1)S(=O)(=O)N1C[C@@H](CCC1)C(=O)N1CCC12CN(C2)C(=O)OC(C)(C)C)CC